((1-(8-methoxyquinazolin-4-yl)piperidin-4-yl)carbamoyl)phosphonic acid COC=1C=CC=C2C(=NC=NC12)N1CCC(CC1)NC(=O)P(O)(O)=O